FC(C1CCC(CC1)C1N(CCC(C1)C(=O)N)C(=O)C1=NN(C(=C1)C1=CC(=NC=C1F)OC)C1OCCN1)F [4-(difluoromethyl)cyclohexyl]-1-[5-(5-fluoro-2-methoxypyridin-4-yl)-1-(oxazolidin-2-yl)pyrazole-3-carbonyl]piperidine-4-carboxamide